ClC1=NC=CC(=C1)CCC 3-(2-chloro-4-pyridyl)propan